(S)-N-(3-methyl-4-((1-methyl-1H-benzo[d]imidazol-5-yl)oxy)phenyl)-1,2,4a,5-tetrahydro-4H-[1,4]oxazino[4,3-d]pyrimido[4',5':5,6]pyrido[3,2-b][1,4]oxazin-11-amine CC=1C=C(C=CC1OC1=CC2=C(N(C=N2)C)C=C1)NC1=NC=NC2=CC=3OC[C@H]4N(C3N=C21)CCOC4